CN(C1=NC=CC2=CC=CC=C12)C1=CC=C(C=C1)F N-methyl-N-p-fluorophenyl-isoquinolin-1-amine